COC(=O)C=1SC=CC1C#C[Si](C)(C)C 3-((trimethylsilyl)ethynyl)thiophene-2-carboxylic acid methyl ester